2,4,6-trihydroxy-benzaldehyde OC1=C(C=O)C(=CC(=C1)O)O